Cl.Cl.N(=NC(C(=N)N)(C)C)C(C(=N)N)(C)C α,α'-azobisisobutyramidine dihydrochloride